6-[4-[acetyl-(methyl)amino]-3-cyano-phenyl]-N-(3-pyridylmethyl)pyridine-3-carboxamide C(C)(=O)N(C1=C(C=C(C=C1)C1=CC=C(C=N1)C(=O)NCC=1C=NC=CC1)C#N)C